[Na].N1C=NCC1 imidazoline sodium salt